1-Acetyl-2-naphthol C(C)(=O)C1=C(C=CC2=CC=CC=C12)O